perfluoro-methyl-3-oxahexanoic acid sodium [Na].FC(C(=O)O)(OC(C(C(F)(F)F)(F)F)(F)F)C(F)(F)F